(2'S,6'S,7S)-2-chloro-2'-ethynyl-6'-methyl-spiro[4,5-dihydrothieno[2,3-c]pyran-7,4'-piperidine] ClC1=CC2=C(S1)[C@]1(C[C@H](N[C@H](C1)C)C#C)OCC2